1-[1-(ethoxymethyl)cyclopropyl]-N-[[3-[4-[[(3S,4R)-3-fluoro-1-methyl-4-piperidyl]amino]-1-(2,2,2-trifluoroethyl)indol-2-yl]-1,2,4-oxadiazol-5-yl]methyl]pyrrole-3-carboxamide C(C)OCC1(CC1)N1C=C(C=C1)C(=O)NCC1=NC(=NO1)C=1N(C2=CC=CC(=C2C1)N[C@H]1[C@H](CN(CC1)C)F)CC(F)(F)F